tert-butyl 2-(hydroxymethyl)-5,7-dihydro-4H-thieno[2,3-c]pyridine-6-carboxylate OCC1=CC2=C(CN(CC2)C(=O)OC(C)(C)C)S1